mono-N-Hydroxysuccinimide ON1C(CCC1=O)=O